3-(2,2-difluoroethoxy)-2-nitrobenzoic acid methyl ester COC(C1=C(C(=CC=C1)OCC(F)F)[N+](=O)[O-])=O